2-(6-bromo-4-chloro-2H-indazol-2-yl)-2-((R)-6-fluoro-6,7-dihydro-5H-pyrrolo[1,2-c]imidazol-1-yl)acetic acid ethyl ester C(C)OC(C(C1=C2N(C=N1)C[C@@H](C2)F)N2N=C1C=C(C=C(C1=C2)Cl)Br)=O